2-(6-isopropyl-3-methyl-cyclohex-2-en-1-yl)acetaldehyde C(C)(C)C1CCC(=CC1CC=O)C